C(C1=CC=CC=C1)OC(=O)N[C@H](C1=NC2=C(N1)C=CC(=C2F)C(C(=O)O)CC(C)(F)F)C2CCC(CC2)(F)F 2-{2-[(S)-Benzyloxycarbonylamino(4,4-difluorocyclohexyl)methyl]-4-fluoro-1H-benzimidazol-5-yl}-4,4-difluoropentanoic acid